NC1=CN=NC2=CC(=CC=C12)C=1C(=CC(=C(C1)B(O)O)OCC)N1N=CC=C1 [5-(4-aminocinnolin-7-yl)-2-ethoxy-4-pyrazol-1-yl-phenyl]boronic acid